O=C1NC(CCC1N1C(C2=CC=CC(=C2C1)CCCCCNC(=O)C1=CC=C(C=C1)NC(=O)[C@H]1[C@@H]([C@]2(C(NC3=CC=CC=C23)=O)C2(N1)CCC2)C2=CC=CC=C2)=O)=O (3'R,4'R,5'R)-N-(4-((5-(2-(2,6-dioxopiperidin-3-yl)-1-oxoisoindolin-4-yl)pentyl)carbamoyl)phenyl)-2''-oxo-4'-phenyldispiro[cyclobutane-1,2'-pyrrolidine-3',3''-indoline]-5'-carboxamide